CC(C(=O)C1=CC=C(C=C1)SC)(C)N1CCOCC1 2-methyl-1-[4-(methylthio)phenyl]2-morpholinopropan-1-one